1-(3-tert-butyl-1-o-tolyl-1H-pyrazol-5-yl)-3-(trans-1-(2-methoxyethyl)-4-phenylpyrrolidin-3-yl)urea C(C)(C)(C)C1=NN(C(=C1)NC(=O)N[C@@H]1CN(C[C@H]1C1=CC=CC=C1)CCOC)C1=C(C=CC=C1)C